N,N'-[isopropylidenebis[p-phenyleneoxycarbonyl-(p-phenylene)]]bismaleimide C(C)(C)(C1=CC=C(C=C1)OC(=O)C1=CC=C(C=C1)N1C(C=CC1=O)=O)C1=CC=C(C=C1)OC(=O)C1=CC=C(C=C1)N1C(C=CC1=O)=O